(2S,3R)-5-oxo-3-propylpyrrolidin O=C1C[C@H](CN1)CCC